CN1C=C(C=C(C1=O)C)C1=CC(=C(C(=C1)OC)CN1CC(C1)C(=O)OC)OC methyl 1-[[4-(1,5-dimethyl-6-oxopyridin-3-yl)-2,6-dimethoxyphenyl]methyl]azetidine-3-carboxylate